ClC1=CC=C(S1)CNC1=CC(=NN1)C1N(CCN(C1)C(CN1CCOCC1)=O)C(=O)OCC=C prop-2-en-1-yl 2-(5-[(5-chlorothiophen-2-yl)methyl]amino-1H-pyrazol-3-yl)-4-[2-(morpholin-4-yl)acetyl]piperazine-1-carboxylate